NC=1C=CC=C2CN(C(C12)=O)C1=CC=C(C=C1)F 7-amino-2-(4-fluorophenyl)isoindolin-1-one